Ethyl(imino)[4-(5-{7-methyl-7-[(2R)-2-methylpyrrolidin-1-yl]-6,7,8,9-tetrahydro-5H-benzo[7]annulen-2-yl}-1H-pyrazolo[3,4-b]pyridin-3-yl)phenyl]-λ6-sulfanone C(C)S(=O)(C1=CC=C(C=C1)C1=NNC2=NC=C(C=C21)C=2C=CC1=C(CCC(CC1)(N1[C@@H](CCC1)C)C)C2)=N